ClC=1C(=NC(=NC1)NC1CCOCC1)C1=CC=C2CN(C(C2=C1)=O)CC(=O)NC(CO)C1=CC=C(C=C1)Cl 2-(6-{5-chloro-2-[(Oxacyclohex-4-yl)amino]pyrimidin-4-yl}-1-oxo-2,3-dihydro-1H-isoindol-2-yl)-N-[1-(4-chlorophenyl)-2-hydroxyethyl]acetamide